(R)-4-(2-(1H-indol-4-yl)-7-((methylsulfonyl)methyl)thieno[3,2-d]pyrimidin-4-yl)-3-methylmorpholine N1C=CC2=C(C=CC=C12)C=1N=C(C2=C(N1)C(=CS2)CS(=O)(=O)C)N2[C@@H](COCC2)C